4-(prop-2-yn-1-yl)piperidine, hydrochloride salt Cl.C(C#C)C1CCNCC1